6-chloro-3-(1H-imidazol-1-yl)-5-methoxy-1-methyl-2-(5-(trifluoromethyl)-4H-1,2,4-triazol-3-yl)-1H-indole ClC1=C(C=C2C(=C(N(C2=C1)C)C1=NN=C(N1)C(F)(F)F)N1C=NC=C1)OC